C1(C(CCCC1)C1=CC=C(C=C1)O)C1=CC=C(C=C1)O 4,4'-(1,2-cyclohexanediyl)bisphenol